O1C2=C(OC(C1([2H])[2H])([2H])[2H])C=C(C=C2)OC2(CCN(CC2)C=2C(=CC=1N(N2)C(C(=C(N1)C)C)=O)C)[2H] 7-(4-((2,3-dihydrobenzo[b][1,4]dioxin-6-yl-2,2,3,3-d4)oxy)piperidin-1-yl-4-d)-2,3,8-trimethyl-4H-pyrimido[1,2-b]pyridazin-4-one